Tert-butyl 1-ethyl-3,8-diazabicyclo[3.2.1]octane-8-carboxylate C(C)C12CNCC(CC1)N2C(=O)OC(C)(C)C